FC(C(=O)[O-])(F)F.C(#N)/C(/C(=O)N1C(C2=CC=CC(=C2CC1)N(C1C(C[NH2+]CC1)(F)F)C)C)=C/C(C)(C)C (Z)-4-((2-(2-cyano-4,4-dimethylpent-2-enoyl)-1-methyl-1,2,3,4-tetrahydroisoquinolin-5-yl)(methyl)amino)-3,3-difluoropiperidin-1-ium 2,2,2-trifluoroacetate